CC12CC3(CC(CC(C1)(C3)C)C2)NS(=O)(=O)C2=C(C=CC=C2)C(F)(F)F N-(3,5-dimethyltricyclo[3.3.1.13,7]dec-1-yl)-2-(trifluoromethyl)benzenesulfonamide